3-(4-cyanophenyl)-1,3-dimethylurea C(#N)C1=CC=C(C=C1)N(C(NC)=O)C